BrC1=CC=C(OCC2CN(C(O2)=O)C(C)C)C=C1 5-((4-bromophenoxy)methyl)-3-isopropyl-oxazolidin-2-one